S(=O)(=O)([O-])[O-].S(=O)(=O)([O-])[O-].S(=O)(=O)([O-])[O-].[Rh+6] rhodium trisulphate